tri-phenylphosphine oxide C1(=CC=CC=C1)P(C1=CC=CC=C1)(C1=CC=CC=C1)=O